5-(2-methylpropan-2-yl)-3-nitrobenzol CC(C)(C)C=1C=C(C=CC1)[N+](=O)[O-]